6-(4-(4-(cyclopropylmethyl)piperazin-1-yl)phenyl)-8-methyl-2-(4-(methylsulfonyl)phenyl)imidazo[1,2-a]pyridine C1(CC1)CN1CCN(CC1)C1=CC=C(C=C1)C=1C=C(C=2N(C1)C=C(N2)C2=CC=C(C=C2)S(=O)(=O)C)C